NC1=NC2=C(C=3N1N=C(N3)C=3OC=CC3)SC(N2CCN2CCN(CC2)C2=C(C=C(C(=C2)OC2CCS(CC2)=O)F)F)=O 5-amino-3-(2-(4-(2,4-difluoro-5-(((1s,4s)-1-oxidotetrahydro-2H-thiopyran-4-yl)oxy)phenyl)piperazin-1-yl)ethyl)-8-(furan-2-yl)thiazolo[5,4-e][1,2,4]-triazolo[1,5-c]pyrimidin-2(3H)-one